tert-butyl (6aS,7aR,11aR)-6a,9,10,11a-tetrahydro-6H,7H-chromeno[3,4-b]pyrrolizine-7a(8H)-carboxylate C1=C2C(=CC=C1)OC[C@H]1C[C@]3(CCCN3[C@H]12)C(=O)OC(C)(C)C